O1C(OCC1)CC=O 1,3-dioxolan-2-acetaldehyde